(S)-4-methyl-1-(methylsulfonylamino)-1-oxopent-2-ylcarbamic acid tert-butyl ester C(C)(C)(C)OC(N[C@H](C(=O)NS(=O)(=O)C)CC(C)C)=O